1-(2-(cyclopropanesulfonylamino)pyrimidin-4-yl)-N-(5-(6-ethoxypyrazin-2-yl)pyridin-2-yl)-4-(pyrrolidin-1-yl)cyclohexane-1-carboxamide C1(CC1)S(=O)(=O)NC1=NC=CC(=N1)C1(CCC(CC1)N1CCCC1)C(=O)NC1=NC=C(C=C1)C1=NC(=CN=C1)OCC